tris(dimethyl (methoxyethyl) silyl) phosphate P(=O)(O[Si](CCOC)(C)C)(O[Si](CCOC)(C)C)O[Si](CCOC)(C)C